(S)-2-amino-3-(4-chlorobenzo[d]oxazol-2-yl)-N-(1-cyanocyclopropyl)propenamide NC(C(=O)NC1(CC1)C#N)=CC=1OC2=C(N1)C(=CC=C2)Cl